C(C1=CC=CC=C1)OC1=NC(=CC=C1O)OCC1=CC=CC=C1 2,6-dibenzyloxy-pyridin-3-ol